C(#N)[C@H](C)N1N=C(C(=C1)NC=1N=CC2=C(N1)N(C(=C2)C#N)[C@@H]2COC[C@@H]2C)OC(C)C 2-((1-((S)-1-cyanoethyl)-3-isopropoxy-1H-pyrazol-4-yl)amino)-7-((3S,4r)-4-methyltetrahydrofuran-3-yl)-7H-pyrrolo[2,3-d]pyrimidine-6-carbonitrile